ClC1=CC=C2C(=C1F)OC[C@@H]([C@]21N=C2N(C=C(C=C2OC(F)F)C(F)(F)F)C1)F (3R,4S)-7-chloro-8'-(difluoromethoxy)-3,8-difluoro-6'-(trifluoromethyl)-3'H-spiro[chromane-4,2'-imidazo[1,2-a]pyridine]